3,5-cyclohexadiene-1,2-dicarboxylic acid C1(C(C=CC=C1)C(=O)O)C(=O)O